(2S,3S,4S,5R,6R)-3,4,5,6-tetrahydroxycyclohexane-2-carboxylic acid O[C@H]1[C@H](C[C@H]([C@H]([C@H]1O)O)O)C(=O)O